CC1([C@@H](C2=C(N=CS2)CC1)NC1=C(C(C1=O)=O)NC1=C(C(=NC=C1)C(=O)N(C)C)O)C (S)-4-((2-((6,6-dimethyl-4,5,6,7-tetrahydrobenzo[d]thiazol-7-yl)amino)-3,4-dioxocyclobut-1-en-1-yl)amino)-3-hydroxy-N,N-dimethylpicolinamide